6-chloro-3-(2-methoxynaphthalen-1-yl)pyrazin-2-amine ClC1=CN=C(C(=N1)N)C1=C(C=CC2=CC=CC=C12)OC